(7-(2-(dimethylamino)ethoxy)-4-(1-methyl-3-phenyl-1H-pyrazol-4-yl)pyrido[3,2-d]pyrimidin-6-yl)-1-(trifluoromethyl)cyclopropane-1-carboxamide rhodium-copper [Cu].[Rh].CN(CCOC1=CC=2N=CN=C(C2N=C1C1C(C1)(C(=O)N)C(F)(F)F)C=1C(=NN(C1)C)C1=CC=CC=C1)C